ClC=1C=C(C=CC1F)NC(NC1=C(C=C(C(=O)N2C[C@H](CCC2)C(=O)NCCCCCCC(=O)NO)C=C1)F)=O (S)-1-(4-(3-(3-chloro-4-fluorophenyl)ureido)-3-fluorobenzoyl)-N-(7-(hydroxyamino)-7-oxoheptyl)piperidine-3-carboxamide